C(C(O)CC(=O)O)(=O)O.C(C(O)CC(=O)O)(=O)O.[B] boron dimalic acid